2-(Trifluoromethyl)-1H-imidazole FC(C=1NC=CN1)(F)F